Cl.C(C)(=O)OCS[C@H](CC)C1=CC(=CC=C1)C=CC1=NC2=CC(=CC=C2C=C1)Cl 1-[[(1R)-1-[3-[2-(7-chloroquinolin-2-yl) vinyl] phenyl] propyl] thiomethyl] acetate hydrochloride